4-nitro-N-(thiophene-2-ylmethyl)benzenesulfonamide Ethyl-4-(2-cyclopropylethoxy)-7-isopropyl-11-oxo-7,11-dihydro-6H-furo[2,3-H]pyrido[2,1-a]isoquinoline-10-carboxylate C(C)OC(=O)C=1C(C=C2N(C(CC=3C=C(C4=C(C23)C=CO4)OCCC4CC4)C(C)C)C1)=O.[N+](=O)([O-])C1=CC=C(C=C1)S(=O)(=O)NCC=1SC=CC1